methyl 3,6-anhydro-2-O-methyl-5-O-(phenylcarbonyl)-α-L-glucofuranoside CO[C@@H]1[C@H](OC)O[C@@H]2[C@H]1OC[C@@H]2OC(=O)C2=CC=CC=C2